N1N=CC=2C1=NC=NC2N2CCCCC2 [1H-pyrazolo[3,4-D]pyrimidin-4-yl]-piperidine